1-[2-fluoro-4-(4-{[(1S)-2-hydroxy-1-phenylethyl]carbamoyl}-1H-1,2,3-triazol-1-yl)butyl]-N-{[4-(trifluoromethyl)pyridin-2-yl]methyl}-1H-1,2,3-triazole-4-carboxamide FC(CN1N=NC(=C1)C(=O)NCC1=NC=CC(=C1)C(F)(F)F)CCN1N=NC(=C1)C(N[C@H](CO)C1=CC=CC=C1)=O